hydroxy butyrate C(CCC)(=O)OO